C12(CC3CC(CC(C1)C3)C2)CN2N=CC(=C2C)C2=C(C=3CCCN(C3C=C2)C=2N=NC(=CC2)NC=2SC3=C(N2)C=CC=C3)C(=O)OC methyl 6-(1-(adamantan-1-ylmethyl)-5-methyl-1H-pyrazol-4-yl)-1-(6-(benzo[d]thiazol-2-ylamino) pyridazin-3-yl)-1,2,3,4-tetrahydroquinoline-5-carboxylate